O=C1N(N=CC2=C(C=CC=C12)C(C=O)C)COCC[Si](C)(C)C 2-(1-oxo-2-((2-(trimethylsilyl)ethoxy)methyl)-1,2-dihydro-phthalazin-5-yl)propanal